6-amino-6'-fluoro-N-[(3S,4S)-1-methyl-4-{[4-(4,4,5,5-tetramethyl-1,3,2-dioxaborolan-2-yl)phenyl]methoxy}pyrrolidin-3-yl][3,3'-bipyridine]-5-carboxamide NC1=C(C=C(C=N1)C=1C=NC(=CC1)F)C(=O)N[C@H]1CN(C[C@@H]1OCC1=CC=C(C=C1)B1OC(C(O1)(C)C)(C)C)C